2-methyl-N-(phenyl(3-phenylbicyclo[1.1.1]pentan-1-yl)methyl)propane-2-sulfinamide CC(C)(C)S(=O)NC(C12CC(C1)(C2)C2=CC=CC=C2)C2=CC=CC=C2